1-(5,6,7,8-tetrahydro-2-naphthalenyl)ethan-1-one C1=C(C=CC=2CCCCC12)C(C)=O